tert-butyl (1R*,3S,4R*,5R)-3-(6-bromo-4-oxo-3,4-dihydrothieno[3,2-d]pyrimidin-2-yl)-5-fluoro-2-azabicyclo[2.2.1]heptane-2-carboxylate BrC1=CC=2N=C(NC(C2S1)=O)[C@H]1N([C@H]2C[C@H]([C@@H]1C2)F)C(=O)OC(C)(C)C |o1:13,16|